4-methyl-2-(4-methyl-5-keto-4-propan-2-yl-1H-imidazol-2-yl)benzoic acid CC1=CC(=C(C(=O)O)C=C1)C=1NC(C(N1)(C(C)C)C)=O